2,10,10-trimethyl-7-(6-(3-(piperidin-1-yl)propoxy)pyridin-3-yl)-9,10-dihydro-8-oxa-2,4,10a-triazanaphtho[2,1,8-cde]azulen-1(2H)-one CN1C(N2C(COC3=C4C2=C1C=NC4=CC=C3C=3C=NC(=CC3)OCCCN3CCCCC3)(C)C)=O